(N-[4-(3-amino-1H-indazol-4-yl)phenyl])-N'-(2-fluoro-5-methylphenyl)urea NC1=NNC2=CC=CC(=C12)C1=CC=C(C=C1)NC(=O)NC1=C(C=CC(=C1)C)F